ClC=1N=C2C(=NC1)NC=C2C2=NC(=C(C(=N2)N[C@@H]2[C@H](C1CCC2CC1)C(=O)O)F)C=1SC(=CC1)F (2S,3S)-3-((2-(2-chloro-5H-pyrrolo[2,3-b]pyrazin-7-yl)-5-fluoro-6-(5-fluorothiophen-2-yl)pyrimidin-4-yl)amino)bicyclo[2.2.2]octane-2-carboxylic acid